N1(CCCCC1)CCN(CCC(=O)OCCC=1N=NN(C1)CCCCCCCCCCC)CCC(=O)OCCC=1N=NN(C1)CCCCCCCCCCC bis(2-(1-undecyl-1H-1,2,3-triazol-4-yl)ethyl) 3,3'-((2-(piperidin-1-yl)ethyl)azanediyl)dipropionate